furfuryl-amide carbon [C+4].C(C1=CC=CO1)[NH-].C(C1=CC=CO1)[NH-].C(C1=CC=CO1)[NH-].C(C1=CC=CO1)[NH-]